[Al].[Y] yttrium-aluminium